CC1=C(C=CC(=N1)NC(=O)C1CCC(CC1)C=1N=NN(N1)C(C1=CC=CC=C1)(C1=CC=CC=C1)C1=CC=CC=C1)NC1=NC(=CC=C1[N+](=O)[O-])C1=CC=CC=C1 (1r,4r)-N-(6-methyl-5-((3-nitro-6-phenylpyridin-2-yl)amino)pyridin-2-yl)-4-(2-trityl-2H-tetrazol-5-yl)cyclohexane-1-carboxamide